CN(C=1N=NC(=CC1)C=1C=CC(=C2C=CNC12)N1N=CC=C1)[C@@H]1C[C@H](NCC1)C N-methyl-N-[(2R,4S)-2-methylpiperidin-4-yl]-6-[4-(pyrazol-1-yl)-1H-indol-7-yl]pyridazin-3-amine